C1CC12NCC[C@@H](C2)SC=2N=CC(=NC2)C2=C(C=C(C=C2)N2C=NC=C2)O (S)-2-(5-((4-azaspiro[2.5]oct-7-yl)thio)pyrazin-2-yl)-5-(1H-imidazol-1-yl)phenol